CN(C/C=C/C(=O)NC1=CC(=CC=C1)NC1=NC(=NC=C1F)NC=1C=NC(=CC1)OC)C (E)-4-(dimethylamino)-N-(3-(5-fluoro-2-(6-methoxypyridin-3-ylamino)pyrimidin-4-ylamino)phenyl)but-2-enamide